CC(CCOC(CCC(=O)OCCC(CCCC(C)C)C)=O)CCCC(C)C di(3,7-dimethyl-1-octanyl)succinate